N-[[4-[4-amino-1-(3-methylcyclopentyl)pyrazolo[3,4-d]pyrimidin-3-yl]phenyl]methyl]-2-methoxy-benzamide NC1=C2C(=NC=N1)N(N=C2C2=CC=C(C=C2)CNC(C2=C(C=CC=C2)OC)=O)C2CC(CC2)C